N1(CC1)NCCC1=CNC2=CC=CC=C12 Aziridinyltryptamine